FC1=C(C=C(C(=C1)OC)OCC1=CC=CC2=C1N=C(S2)C)N2C(NC=1C(C2=O)=C(SC1)C(=O)O)=O 3-{2-fluoro-4-methoxy-5-[(2-methyl-1,3-benzothiazol-4-yl)methoxy]phenyl}-2,4-dioxo-1H-thieno[3,4-d]pyrimidine-5-carboxylic acid